1-(pyrazolo[1,5-a]pyridin-4-yl)-5-(trifluoromethyl)-N-(2-(trifluoromethyl)pyridin-4-yl)-1H-pyrazole-4-carboxamide N1=CC=C2N1C=CC=C2N2N=CC(=C2C(F)(F)F)C(=O)NC2=CC(=NC=C2)C(F)(F)F